C(C1=CC=CC=C1)OC(=O)N1CCN(CC1)C(=O)C1CCNCC1 4-(piperidine-4-Carbonyl)piperazine-1-carboxylic acid benzyl ester